ClC1=C(C(=CC(=C1)CCOC)[N+](=O)[O-])F 1-chloro-2-fluoro-5-(2-methoxyethyl)-3-nitrobenzene